2-((2-cyclohexylethylamino) methyl)phenyl acetate C(C)(=O)OC1=C(C=CC=C1)CNCCC1CCCCC1